2-Thiazoline-2-ylsulfamic acid sodium salt [Na+].S1C(=NCC1)NS([O-])(=O)=O